2-Aminophenylthiophenol NC1=C(C=CC=C1)C1=C(C=CC=C1)S